C(=O)(O)C1=CC=CC(=N1)C(N1CCOCCOCCN(CCOCCOCC1)CC=1C(=NC=CC1)C(=O)O)C1=CC=C(C=C1)N=C=S ((16-((6-carboxypyridin-2-yl)(4-isothiocyanatophenyl)methyl)-1,4,10,13-tetraoxa-7,16-diazacyclooctadecan-7-yl)methyl)picolinic acid